Cl.FC=1C=C2CN(CC2=CC1)C(=O)NCC(C1=CSC=C1)NC 5-fluoro-N-(2-(methylamino)-2-(thiophen-3-yl)ethyl)isoindoline-2-carboxamide hydrochloride